(S)-2-(4-Fluorophenyl)-3-(3-methyl-1H-pyrazolo[3,4-b]pyridin-4-yl)-6-(trifluoromethyl)-6,7-dihydro-4H-pyrazolo[5,1-c][1,4]oxazine FC1=CC=C(C=C1)C1=NN2C(CO[C@@H](C2)C(F)(F)F)=C1C1=C2C(=NC=C1)NN=C2C